3-(1,2-dimethyl-1H-benzo[d]imidazol-6-yl)-1-(4-(methoxy-d3)phenyl)-5-methyl-7-(methylsulfonyl)-3,4-dihydropyrimido[4,5-d]pyrimidin-2(1H)-one CN1C(=NC2=C1C=C(C=C2)N2C(N(C1=NC(=NC(=C1C2)C)S(=O)(=O)C)C2=CC=C(C=C2)OC([2H])([2H])[2H])=O)C